ClC=1C=C(C=CC1)C=1C=CN(C1)CC=1C=C2CN(C(C2=CC1)=O)C1C(NC(CC1)=O)=O 4-(3-chlorophenyl)-N-((2-(2,6-dioxopiperidin-3-yl)-1-oxoisoindolin-5-yl)methyl)-1H-pyrrole